N1=CC=CC2=CC=CC(=C12)C(C(=O)O)=O 8-quinolinyl-oxoacetic acid